(s)-{(4-carboxybutyl)[2-(2-{[4-(5-chloro-1,3-benzoxazol-2-yl)benzyl]oxy}-5-fluorophenyl)ethyl]amino}-5,6,7,8-tetrahydroquinoline-2-carboxylic acid C(=O)(O)CCCCN(CCC1=C(C=CC(=C1)F)OCC1=CC=C(C=C1)C=1OC2=C(N1)C=C(C=C2)Cl)C=2C(=NC=1CCCCC1C2)C(=O)O